FC1=C(C=CC(=C1)F)C1=C(C=NC=N1)C=O 6-(2,4-difluorophenyl)pyrimidine-5-carbaldehyde